2-{4-[(1-Methyl-1H-pyrrole-2-carbonyl)-amino]-phenyl}-1H-benzoimidazole-5-carboxylic acid ethyl ester C(C)OC(=O)C1=CC2=C(NC(=N2)C2=CC=C(C=C2)NC(=O)C=2N(C=CC2)C)C=C1